1,1'-(3,3',5,5'-tetraethyl[1,1'-biphenyl]-4,4'-diyl)bis{4-hydroxy-3-[(E)-diazenyl]naphthalene-1-sulfonic acid} C(C)C=1C=C(C=C(C1C1(CC(=C(C2=CC=CC=C12)O)\N=N\[H])S(=O)(=O)O)CC)C1=CC(=C(C(=C1)CC)C1(CC(=C(C2=CC=CC=C12)O)\N=N\[H])S(=O)(=O)O)CC